FC1=CC=C(C=C1)CCN1C(N(CCC1)C=1C=NC2=C(C=CC=C2C1)F)=O 1-[2-(4-fluorophenyl)ethyl]-3-(8-fluoroquinolin-3-yl)tetrahydropyrimidin-2(1H)-one